NCCN(C1CC1)C(=O)OC(C)(C)C Tert-butyl (2-aminoethyl)(cyclopropyl)aminocarboxylate